4-Methyl-2-(3-methylureido)thiophene-3-carboxylic acid methyl ester COC(=O)C1=C(SC=C1C)NC(=O)NC